IC=1C=NN(C1)[C@@H](C)C1CCN(CC1)C(=O)OC(C)(C)C tert-butyl 4-[(1S)-1-(4-iodopyrazol-1-yl)ethyl]piperidine-1-carboxylate